6H-1,2-thiazine S1N=CC=CC1